5-bromo-7-chloro-1-benzofuran BrC=1C=C(C2=C(C=CO2)C1)Cl